tert-butyl N-[2-[(2R)-2-benzyloxypropoxy] ethyl]-N-methyl-carbamate C(C1=CC=CC=C1)O[C@@H](COCCN(C(OC(C)(C)C)=O)C)C